C(=O)C1=C(C=C(C=C1)N(C(=O)N(C)C)C)O 1-(4-formyl-3-hydroxyphenyl)-1,3,3-trimethylurea